3-(1-(1-(3-carboxypropyl)-1H-pyrazol-4-yl)-(6-chloro-2-cyclopropyl-7-fluoro-1H-indol-3-yl)thio)-2-fluorobenzoic acid C(=O)(O)CCCN1N=CC(=C1)N1C(=C(C2=CC=C(C(=C12)F)Cl)SC=1C(=C(C(=O)O)C=CC1)F)C1CC1